hexakisphenyl-cyclohexanolate C1(=CC=CC=C1)C1C(C(C(CC1)([O-])C1=CC=CC=C1)(C1=CC=CC=C1)C1=CC=CC=C1)(C1=CC=CC=C1)C1=CC=CC=C1